FC(C1=CC=C(COC2=NC=NC=C2)C=C1)(F)F 4-[4-(trifluoromethyl)benzyloxy]Pyrimidine